1,5-diphenyl-1-pentanone C1(=CC=CC=C1)C(CCCCC1=CC=CC=C1)=O